The molecule is an N-acyl-L-amino acid that is the S-glycyl derivative of L-cysteine. It is a glycine derivative, a L-cysteine derivative and a thioester. C([C@@H](C(=O)O)N)SC(=O)CN